Cl.[Si](C1=CC=CC=C1)(C1=CC=CC=C1)(C(C)(C)C)OC[C@H](N)C1=NC(=NO1)C (S)-2-((tert-butyldiphenylsilyl)oxy)-1-(3-methyl-1,2,4-oxadiazol-5-yl)ethan-1-amine hydrochloride